C(C)(C)C1=C2C=CN=CC2=C(C=C1)C1CN(C1)S(=O)(=O)C 5-isopropyl-8-(1-(methylsulfonyl)azetidin-3-yl)isoquinolin